ClC=1C=CC2=C(N=C(O2)C(=O)O)C1 5-chlorobenzo[d]oxazole-2-carboxylic acid